ClC1=CC(=C(N=N1)C(=O)NOCC)NC1=NC=CC=2C=3C([C@@H](N(C12)C)C)=NN(N3)C (S)-6-chloro-N-ethoxy-4-((2,4,5-trimethyl-4,5-dihydro-2H-[1,2,3]triazolo[4,5-c][1,7]naphthyridin-6-yl)amino)pyridazine-3-carboxamide